N1C=NC2=C1C=CC(=C2)C#CC2=NC(=NC=C2)C2=NC(=NC=C2)NC2CCC(CC2)O (1s,4s)-4-((4-((1H-Benzo[d]imidazol-5-yl)ethynyl)-[2,4'-bipyrimidin]-2'-yl)amino)cyclohexanol